S1C(=NC=C1)C=1C=C2C=C(C=CN2C1)C(=O)O 2-(thiazol-2-yl)indolizine-7-carboxylic acid